CC1=NN(C=C1)C1=NC=2N(C(=C1)N1CCOCC1)N=C(C2)C2=CC=NC=C2 4-[5-(3-methylpyrazol-1-yl)-2-(4-pyridinyl)pyrazolo[1,5-a]pyrimidin-7-yl]morpholine